C(CCC)C=1N(C(C(N1)(CCF)CC)=O)CC1=CC(=C(C=C1)C=1C(=CC=CC1)S(=O)(=O)NC1=NOC(=C1C)C)COCC 4'-((2-butyl-4-ethyl-4-(2-fluoroethyl)-5-oxo-4,5-dihydro-1H-imidazol-1-yl)methyl)-N-(4,5-dimethylisoxazol-3-yl)-2'-(ethoxymethyl)-[1,1'-biphenyl]-2-sulfonamide